CC([C@@H](C(=O)N1[C@@H](C[C@H](C1)O)C(=O)NC)N1N=NC(=C1)C1=CC=C(C=C1)SC)(C)C (2S,4R)-1-[(2S)-3,3-dimethyl-2-[4-(4-methylsulfanylphenyl)triazol-1-yl]butanoyl]-4-hydroxy-N-methyl-pyrrolidine-2-carboxamide